6-chloro-7-(2-Fluoro-6-methoxyphenyl)-4-hydroxy-1-(2-isopropyl-4-methylpyridin-3-yl)-3-nitro-1,8-naphthyridine ClC=1C=C2C(=C(CN(C2=NC1C1=C(C=CC=C1OC)F)C=1C(=NC=CC1C)C(C)C)[N+](=O)[O-])O